CC(CC=C)O methylbut-3-en-1-ol